isophthalic acid (iso-hexyl) (2-ethylhexyl) ester C(C)C(COC(C=1C=C(C(=O)OCCCC(C)C)C=CC1)=O)CCCC